N-[5-fluoro-4-(3-isopropyl-2-methyl-indazol-5-yl)pyrimidin-2-yl]-5,6,7,8-tetrahydro-1,6-naphthyridin-2-amine FC=1C(=NC(=NC1)NC1=NC=2CCNCC2C=C1)C1=CC2=C(N(N=C2C=C1)C)C(C)C